COC(=O)C1=C(C(=NN1C=1SC(=C(N1)Br)SC(C)C)C)Br 4-Bromo-1-(4-bromo-5-(isopropylsulfanyl)thiazol-2-yl)-3-methyl-1H-pyrazole-5-carboxylic acid methyl ester